OCCCN1[C@@H](CN(CC1)C(=O)OC(C)(C)C)C(F)(F)F (S)-tert-butyl 4-(3-hydroxypropyl)-3-(trifluoromethyl)piperazine-1-carboxylate